OC1=C(C=C(C=C1)C(CNC(C)(C)C)O)CO 1-(4-hydroxy-3-hydroxymethyl-phenyl)-2-(tert-butylamino)ethanol